O1CCC(=CC1)C1=NN2C(NC(=C(C2=O)N2CC3CCN(CC23)C(=O)OC(C)(C)C)CC)=N1 tert-butyl 8-[2-(3,6-dihydro-2H-pyran-4-yl)-5-ethyl-7-oxo-4H-[1,2,4]triazolo[1,5-a]pyrimidin-6-yl]-3,8-diazabicyclo[4.2.0]octane-3-carboxylate